BrC1=CN=C(S1)C1CC(C1)OC 5-bromo-2-(3-methoxycyclobutyl)thiazole